BrCCC=1N=C2C(=NC(=NC2=NC1)N)N 6-bromoethyl-pteridine-2,4-diamine